CC1(C(C2=CC=CC=C2C1)=O)C(=O)OC methyl 2-methyl-1-oxo-2,3-dihydro-1H-indene-2-carboxylate